C(CCCCCCCCC)(=O)N[C@@H](CNC(NC1=CC=C(C(=O)OC)C=C1)=O)C(=O)NCCCCCC methyl (S)-4-(3-(2-decanamido-3-(hexylamino)-3-oxopropyl) ureido)benzoate